(R)-N-(2-aminohexyl)acetamide N[C@@H](CNC(C)=O)CCCC